C(#N)C=1C(=CC(=C(C1)CNC(=O)C=1C=NC(=C(C1)F)OC(F)F)OC)F N-[(5-cyano-4-fluoro-2-methoxyphenyl)-methyl]-6-(difluoromethoxy)-5-fluoropyridine-3-carboxamide